1-(4-(N,N-dimethylsulfamoyl)phenyl)-3-methyl-5-oxo-N-phenyl-4,5-dihydro-1H-pyrazole-4-carboxamide CN(S(=O)(=O)C1=CC=C(C=C1)N1N=C(C(C1=O)C(=O)NC1=CC=CC=C1)C)C